(S)-6-chloro-4-((2-hydroxy-1-phenylethyl)amino)nicotinohydrazide ClC1=NC=C(C(=O)NN)C(=C1)N[C@H](CO)C1=CC=CC=C1